C1(CC1)C(=O)NC1=CC(=C(N=N1)C(NC([2H])([2H])[2H])=O)NC=1C=C(C(=O)OC)C=C(C1OC)C1=NN(N=C1)C methyl 3-({6-cyclopropaneamido-3-[(2H3)methylcarbamoyl]pyridazin-4-yl}amino)-4-methoxy-5-(2-methyl-2H-1,2,3-triazol-4-yl)benzoate